FC=1C=C2C(=CNC2=CC1F)NC=1NC(=CC(N1)=O)C1=CC=CC=C1 2-[(5,6-difluoro-1H-indol-3-yl)amino]-6-phenyl-1H-pyrimidin-4-one